N-(1-(tert-butyl)-6-cyano-4-fluoro-1H-benzo[d]imidazol-2-yl)-3-(2-fluorophenyl)-3-hydroxybutanamide C(C)(C)(C)N1C(=NC2=C1C=C(C=C2F)C#N)NC(CC(C)(O)C2=C(C=CC=C2)F)=O